BrC1=C(C=CC=C1)CCNC(CC1N(C(CC1)=O)CC1=C(C(=CC=C1)F)F)=O N-[2-(2-bromophenyl)ethyl]-2-[1-[(2,3-difluorophenyl)methyl]-5-oxopyrrolidin-2-yl]acetamide